C(CCCCCCC\C=C/C\C=C/CCCCC)(=O)OCC(COC(CCC(OCCCCCCCC)OCCCCCCCC)=O)COC(NCC1N(CCC1)C)=O 3-((4,4-bis(octyloxy)butanoyl)oxy)-2-(((((1-methylpyrrolidin-2-yl)methyl)carbamoyl)oxy)methyl)propyl (9Z,12Z)-octadeca-9,12-dienoate